[2H]C([2H])(C([2H])(C([2H])([2H])O)O)O glycerol-D5